FC1(CC12C[C@H](N(CC2)CC2=C1C=CN(C1=C(C=C2OC)C)C(=O)OC(C)(C)C)C2=CC=C(C=C2)C(=O)OC)F tert-butyl 4-(((5S)-1,1-difluoro-5-(4-(methoxycarbonyl) phenyl)-6-azaspiro[2.5]oct-6-yl) methyl)-5-methoxy-7-methyl-1H-indole-1-carboxylate